ClC1=CC=C(C=N1)NC1=NC=C(C2=C1NC=C2)NCC(F)(F)F N7-(6-chloropyridin-3-yl)-N4-(2,2,2-trifluoroethyl)-1H-pyrrolo[2,3-c]pyridine-4,7-diamine